(R)-2-fluoro-4-(1-((1-(2-hydroxyethyl)piperidin-3-yl)methyl)-5-(1-methyl-1H-indazol-5-yl)-1H-pyrrolo[2,3-c]pyridin-4-yl)benzonitrile FC1=C(C#N)C=CC(=C1)C1=C2C(=CN=C1C=1C=C3C=NN(C3=CC1)C)N(C=C2)C[C@H]2CN(CCC2)CCO